3-cyclopropyl-1-methyl-5-(4-nitrophenyl)-1H-pyrazole C1(CC1)C1=NN(C(=C1)C1=CC=C(C=C1)[N+](=O)[O-])C